ClCCC1=CN=C(S1)N 5-(2-chloroethyl)thiazole-2-amine